pentylquinolin-6-amine C(CCCC)C1=NC2=CC=C(C=C2C=C1)N